N-(2,6-difluoro-3-nitrophenyl)-2,3-difluorobenzamide FC1=C(C(=CC=C1[N+](=O)[O-])F)NC(C1=C(C(=CC=C1)F)F)=O